[13C]1(CCCO1)=O butyrolactone-13C